C[C@@H]1O[C@@H](CN(C1)C1=CC=CC(=N1)C=1C=C2C=C(N=CC2=CC1)CC(=O)NC1=CC(=C(C=C1)C)S(=O)(=O)CCO)C 2-(6-(6-((cis)-2,6-dimethylmorpholino)pyridin-2-yl)isoquinolin-3-yl)-N-(3-((2-hydroxyethyl)sulfonyl)-4-methylphenyl)acetamide